ClC=1C=C(C(=NC1)N1CC(N(C2(CN(C2)C(=O)NC)C1=O)CC1=CC=C(C=C1)C(F)(F)F)=O)F 8-(5-chloro-3-fluoropyridin-2-yl)-N-methyl-6,9-dioxo-5-(4-(trifluoromethyl)benzyl)-2,5,8-triazaspiro[3.5]nonane-2-carboxamide